BrC=1C=NN2C1N=C(N=C2NCC2=NN=C(N2)C2=CC=CC=C2)N2CC1(COC1)C2 8-bromo-2-(2-oxa-6-azaspiro[3.3]heptan-6-yl)-N-[(5-phenyl-4H-1,2,4-triazol-3-yl)methyl]pyrazolo[1,5-a][1,3,5]triazin-4-amine